N[C@@H](CCC(N)=O)C(=O)N L-GlutamineAmide